O=C1NC(CCC1N1C(N(C2=C1C=CC(=C2)[C@@H]2[C@H](CN(CC2)CC(=O)O)O)CC)=O)=O 2-((3R,4R)-4-(1-(2,6-dioxopiperidin-3-yl)-3-ethyl-2-oxo-2,3-dihydro-1H-benzo[d]imidazol-5-yl)-3-hydroxypiperidin-1-yl)acetic acid